Methyl 2-(5-(3-(5-(pentan-3-ylcarbamoyl)oxazol-2-yl)phenyl)-1H-pyrazole-3-carboxamido)-3-phenylpropanoate CCC(CC)NC(=O)C1=CN=C(O1)C=1C=C(C=CC1)C1=CC(=NN1)C(=O)NC(C(=O)OC)CC1=CC=CC=C1